4-chloro-8-(2,4-dimethoxybenzyl)-5-methyl-5,8-dihydropteridin-7(6H)-one ClC1=NC=NC=2N(C(CN(C12)C)=O)CC1=C(C=C(C=C1)OC)OC